N-(1,1-dimethylsilacyclohexan-4-yl)-5-phenyl-1H-pyrrolo[2,3-B]pyridine-2-carboxamide C[Si]1(CCC(CC1)NC(=O)C1=CC=2C(=NC=C(C2)C2=CC=CC=C2)N1)C